5-chloro-7-methyl-12-oxa-3-thia-6-azatricyclo[6.4.1.04,13]Tridec-1,4(13),5,7-tetraene-9,10-diol ClC=1C=2SC=C3OCC(C(C(=C(N1)C)C32)O)O